OC[C@H](C1=CC=CC=C1)NC1=NC(=NC=C1C=1OC(=NN1)C)NC1=CC=C2C(=N1)C(NC2=O)(C)C (S)-2-((4-((2-hydroxy-1-phenylethyl)amino)-5-(5-methyl-1,3,4-oxadiazol-2-yl)pyrimidin-2-yl)amino)-7,7-dimethyl-6,7-dihydro-5H-pyrrolo[3,4-b]pyridin-5-one